N-methyl-N-(4-(7-morpholino-5-(3-(m-tolyl)-1H-pyrazol-1-yl)furo[3,2-b]pyridin-2-yl)-4-oxobutyl)acetamide CN(C(C)=O)CCCC(=O)C1=CC2=NC(=CC(=C2O1)N1CCOCC1)N1N=C(C=C1)C=1C=C(C=CC1)C